CN1CC2=CC(=CC=C2C2(C1)CC2)CN2N=CC(=C2)C(=O)O 1-((2'-Methyl-2',3'-dihydro-1'H-spiro[cyclopropane-1,4'-isoquinolin]-7'-yl)methyl)-1H-pyrazole-4-carboxylic acid